ClCC=1N(C2=C(N1)C=CC(=C2)C(=O)OC)C[C@H](C)O methyl 2-(chloromethyl)-3-[(2S)-2-hydroxypropyl]-1,3-benzodiazole-5-carboxylate